(3aR,5r,6aS)-benzyl 5-hydroxyhexahydrocyclopenta[c]pyrrole-2(1H)-carboxylate OC1C[C@@H]2[C@@H](CN(C2)C(=O)OCC2=CC=CC=C2)C1